(S)-N-(1-amino-3-hydroxy-2-methyl-1-oxopropan-2-yl)-5-(benzylthio)-2-methylbenzofuran-3-carboxamide NC([C@@](CO)(C)NC(=O)C1=C(OC2=C1C=C(C=C2)SCC2=CC=CC=C2)C)=O